tert-Butyl 3-(2-ethoxy-2-oxoethoxy)-8-azabicyclo[3.2.1]octane-8-carboxylate C(C)OC(COC1CC2CCC(C1)N2C(=O)OC(C)(C)C)=O